C(C)OC1=C(C=CC(=C1)N1CCN(CC1)C)NC1=NC=CC(=C1)NC=1C=CC=C2CCN(C12)C(C)=O 1-(7-((2-((2-Ethoxy-4-(4-methylpiperazin-1-yl)phenyl)amino)pyridin-4-yl)amino)indolin-1-yl)ethan-1-one